bis{2-[(11bR)-3,5-dihydro-4H-dinaphtho[2,1-c:1',2'-e]phosphepin-4-yl]ethyl}amine C1=CC=2CP(CC3=C(C2C=2C=CC=CC12)C1=CC=CC=C1C=C3)CCNCCP3CC1=C(C2=C(C3)C=CC3=CC=CC=C32)C=3C=CC=CC3C=C1